5,5'-(butane-1,4-diyl)bis(N-((6-methoxypyridin-2-yl)methyl)-1,3,4-thiadiazole-2-carboxamide) C(CCCC1=NN=C(S1)C(=O)NCC1=NC(=CC=C1)OC)C1=NN=C(S1)C(=O)NCC1=NC(=CC=C1)OC